2-amino-4-[3,5-bis(trifluoromethyl)phenyl]-amino-1,3,5-triazine NC1=NC(=NC(=N1)C1=CC(=CC(=C1)C(F)(F)F)C(F)(F)F)N